1-(2-chlorophenoxy)-3-((3-methoxy-4-(2-(4-methylpiperidin-1-yl)ethoxy)benzyl)(methyl)amino)propan-2-ol ClC1=C(OCC(CN(C)CC2=CC(=C(C=C2)OCCN2CCC(CC2)C)OC)O)C=CC=C1